3-(pyridin-4-yl)butanoate N1=CC=C(C=C1)C(CC(=O)[O-])C